O[C@H]1[C@@H](O[C@@H]([C@@H]([C@@H]1N1N=NC(=C1)C1=CC(=C(C(=C1)F)F)F)O)CO)SC(C(=O)N(C)CC)C1(CCCCC1)O 2-(((2S,3R,4S,5R,6R)-3,5-dihydroxy-6-(hydroxymethyl)-4-(4-(3,4,5-trifluorophenyl)-1H-1,2,3-triazol-1-yl)tetrahydro-2H-pyran-2-yl)thio)-N-ethyl-2-(1-hydroxycyclohexyl)-N-methylacetamide